NC=1C=C2C(=NC(NC2=CC1)=O)NC(CO)C 6-amino-4-[(2-hydroxy-1-methyl-ethyl)amino]-1H-quinazolin-2-one